((1s,3s)-3-Hydroxy-3-methylcyclobutyl)(7-(5,6,7,8-tetrahydroimidazo[1,2-a]pyridin-2-yl)-2-azaspiro[3.5]nonan-2-yl)methanone OC1(CC(C1)C(=O)N1CC2(C1)CCC(CC2)C=2N=C1N(CCCC1)C2)C